2-Methyl-2-[4-[(E)-3-(4-methylphenyl)-3-oxoprop-1-enyl]phenoxy]propanoic acid CC(C(=O)O)(C)OC1=CC=C(C=C1)\C=C\C(=O)C1=CC=C(C=C1)C